fluorenyl-cyanoindolone tert-butyl-(3-((7-methoxy-4-(1-methyl-3-phenyl-1H-pyrazol-4-yl)pyrido[3,2-d]pyrimidin-6-yl)carbamoyl)bicyclo[1.1.1]pentan-1-yl)carbamate C(C)(C)(C)N(C(O)=O)C12CC(C1)(C2)C(NC=2C(=CC=1N=CN=C(C1N2)C=2C(=NN(C2)C)C2=CC=CC=C2)OC)=O.C2(=CC=CC=1C3=CC=CC=C3CC21)C=2C1=C(C(N=C1C=CC2)=O)C#N